2-(1-aminocyclopropyl)-4-fluorophenol NC1(CC1)C1=C(C=CC(=C1)F)O